acrylic acid tricosyl ester C(CCCCCCCCCCCCCCCCCCCCCC)OC(C=C)=O